IC=1C=C(N)C=CC1 meta-iodoaniline